(E)-N-(4-((3-chloro-2-fluorophenyl)amino)-5-methylquinazolin-6-yl)-4-(isopropyl-(methyl)amino)but-2-enamide ClC=1C(=C(C=CC1)NC1=NC=NC2=CC=C(C(=C12)C)NC(\C=C\CN(C)C(C)C)=O)F